1-bromo-2-(3-(trifluoromethyl)but-3-en-1-yn-1-yl)benzene ethyl-8-fluoro-4-isopropyl-6-(4,4,5,5-tetramethyl-1,3,2-dioxaborolan-2-yl)quinoline-3-carboxylate C(C)OC(=O)C=1C=NC2=C(C=C(C=C2C1C(C)C)B1OC(C(O1)(C)C)(C)C)F.BrC1=C(C=CC=C1)C#CC(=C)C(F)(F)F